ClC1=CC(=NC=C1Cl)C=1N=NNC1C(=O)O 4-(4,5-dichloropyridin-2-yl)-1H-1,2,3-triazole-5-carboxylic acid